FC1=C(C(=CC=C1)C(F)(F)F)COC1CN(C1)C(=O)N1CC(CC1)C1=CC=NN1 [3-[[2-Fluoro-6-(trifluoromethyl)phenyl]methoxy]azetidin-1-yl]-[3-(1H-pyrazol-5-yl)pyrrolidin-1-yl]methanone